C(CCC)SC1=NC(=NN1)CCCCC1=NNC(=N1)SCCCC 3,3'-Tetramethylenebis(5-butylsulfanyl-1,2,4-triazole)